FC=1C(=C(C=NC1)NC(OCCCC)=O)C(NC1=CC(=C(C=C1)F)C(F)(F)F)=O butyl (5-fluoro-4-((4-fluoro-3-(trifluoromethyl)phenyl)carbamoyl)pyridin-3-yl)carbamate